Triazacyclotridecane N1NNCCCCCCCCCC1